2-(4-hydroxyphenyl)-2-oxoacetic acid methyl ester COC(C(=O)C1=CC=C(C=C1)O)=O